CSC DIMETHYLSULFANE